ClC1=CC=C(C(=N1)N(C)C)C=1C=C(C=2N(C1)C=CN2)C [6-chloro-3-(8-methylimidazo[1,2-a]pyridin-6-yl)-2-pyridyl]-dimethyl-amine